[2-(9H-carbazole-9-yl)ethyl]phosphonic acid C1=CC=CC=2C3=CC=CC=C3N(C12)CCP(O)(O)=O